COC(C1=C(C=C(C=C1)C(F)(F)F)N)=O 2-amino-4-(trifluoromethyl)-benzoic acid methyl ester